OCCC(C(=O)N)CCCCCCCCCCCCCCCCCCCCCCCCCCCCCCCC(=O)N hydroxyethyl-ethylenedipalmitamide